C(C)C1(COC1)COCCCCCCCOC1=CC=C(C=C)C=C1 4-[7-(3-ethyloxetan-3-ylmethoxy)heptyloxy]styrene